(R)-3-amino-4-cyclopropyl-6-(2-fluoro-5-(5-(3-hydroxy-1-methyl-2-oxopyrrolidin-3-yl)isoxazol-3-yl)phenyl)picolinamide methyl-4-bromo-3-hydroxy-2-methyl-benzoate COC(C1=C(C(=C(C=C1)Br)O)C)=O.NC=1C(=NC(=CC1C1CC1)C1=C(C=CC(=C1)C1=NOC(=C1)[C@]1(C(N(CC1)C)=O)O)F)C(=O)N